C1CCCC12CC(=CCC2)C(CCC=C)=O (SPIRO[4.5]DEC-7-EN-7-YL)-4-PENTEN-1-ONE